methyl 2-methyl-2-(styryloxy)propanoate CC(C(=O)OC)(C)OC=CC1=CC=CC=C1